(S)-(1-(N-benzyl-2-chloroacetamido)propan-2-yl)aminotert-butyl formate C(=O)OC(CN[C@H](CN(C(CCl)=O)CC1=CC=CC=C1)C)(C)C